C(=O)=C(CNC(=O)C1=CC=C(C=C1)C1=CC=CC=C1)C N-(2-carbonylpropyl)-4-biphenylcarboxamide